C1(CC1)C=1SC(=C(N1)C(F)(F)F)C1=NC(=NC=C1C#N)NC1CCN(CC1)S(=O)(=O)C 4-[2-cyclopropyl-4-(trifluoromethyl)thiazol-5-yl]-2-[(1-methylsulfonyl-4-piperidyl)amino]pyrimidine-5-carbonitrile